OC1=C(C=C(C=C1C)C1=CC(=C(C(=C1)C)O)C)C 4,4'-dihydroxy-3,3',5,5'-tetramethyl-biphenyl